diethyl 4-bromobenzylphosphonate BrC1=CC=C(CP(OCC)(OCC)=O)C=C1